N1(CCCC1)C1=C(C=CC=C1)NC(N)=O 3-(2-(pyrrolidin-1-yl)phenyl)urea